C(C(=O)O)N glycine-13C